BrC=1C=C(C2=C(C(=CO2)CO)C1)CN(C)CC1CC1 (5-bromo-7-(((cyclopropylmethyl)(methyl)amino)methyl)benzofuran-3-yl)methanol